ClC=1C=CC=C2CC[C@H]([C@H](C12)NC([O-])=O)O (1S,2R)-8-Chloro-2-hydroxy-1,2,3,4-tetrahydronaphthalin-1-yl-carbamat